4-oxidopiperazin-4-ium-1-carboxylate [O-][NH+]1CCN(CC1)C(=O)[O-]